3,3,5-Triiodo-L-thyronine sodium salt [Na+].IC1(CC(C[C@H](N)C(=O)[O-])=CC(=C1OC1=CC=C(C=C1)O)I)I